5-(furan-2-yl)-2-(oxetan-3-yl)-[1,2,4]triazolo[1,5-c]pyrimidin O1C(=CC=C1)C1=NC=CC=2N1N=C(N2)C2COC2